4,5-diamino-o-chloro-benzoyl chloride NC1=CC(=C(C(=O)Cl)C=C1N)Cl